CC1(CC(C1)C(=O)NC=1C=CC(=NC1)C=1N=NN(C1NC(O[C@H](C)C=1C(=NC=CC1)Cl)=O)C)C (R)-1-(2-chloropyridin-3-yl)ethyl (4-(5-(3,3-dimethylcyclobutane-1-carboxamido)pyridin-2-yl)-1-methyl-1H-1,2,3-triazol-5-yl)carbamate